C1(=CC(=C2C=CC=3C(=CC(=C4C=CC1=C2C34)P(O)(=O)O)P(O)(=O)O)P(O)(=O)O)P(O)(=O)O 1,3,6,8-pyrenetetraphosphonic acid